(-)-2-(2-Isopropoxynaphthalen-1-yl)phenyl trifluoromethanesulfonate FC(S(=O)(=O)OC1=C(C=CC=C1)C1=C(C=CC2=CC=CC=C12)OC(C)C)(F)F